OC=1C(NC=NC1CN1C(NC(C1)C1=CC=C(C=C1)C#CC1=CC=C(C=C1)C(=O)N1CCOCC1)=O)=O 5-hydroxyl-6-((4-(4-((4-(morpholine-4-carbonyl)phenyl)ethynyl)phenyl)-2-oxoimidazoline-1-yl)methyl)pyrimidin-4(3H)-one